FC=1C=NC=CC1C1=CC=C2C(=N1)SC(=N2)OCC2CCN(CC2)C2=NC(=NO2)C(C)C 5-(4-(((5-(3-fluoropyridin-4-yl)thiazolo[5,4-b]pyridin-2-yl)oxy)methyl)piperidin-1-yl)-3-isopropyl-1,2,4-oxadiazol